C1(CC1)OC=1C=C(C=C2C=CC=NC12)C(=O)OCC ethyl 8-cyclopropoxyquinoline-6-carboxylate